Methyl-paraben, sodium salt [Na].COC(=O)C1=CC=C(O)C=C1